2-methoxy-N,N-dimethyl-5-nitrobenzenesulfonamide COC1=C(C=C(C=C1)[N+](=O)[O-])S(=O)(=O)N(C)C